(S)-3-(((S)-3-butyl-2-methyl-7-(methylthio)-1,1-dioxido-5-phenyl-2,3,4,5-tetrahydro-1,2,5-benzothiadiazepin-8-yl)oxy)-2-methoxypropanoic acid C(CCC)[C@@H]1N(S(C2=C(N(C1)C1=CC=CC=C1)C=C(C(=C2)OC[C@@H](C(=O)O)OC)SC)(=O)=O)C